2-(1H-benzo[d]imidazol-2-yl)-N-((2,6-dihydroxy-3'-methyl-4-pentyl-[1,1'-biphenyl]-3-yl)sulfonyl)acetamide N1C(=NC2=C1C=CC=C2)CC(=O)NS(=O)(=O)C=2C(=C(C(=CC2CCCCC)O)C2=CC(=CC=C2)C)O